C1=CC=CC=2C3=CC=CC=C3C(C12)COC(=O)N[C@@H](C(=O)O)C12CC(C1)(C2)F |r| racemic-2-((((9H-fluoren-9-yl)methoxy)carbonyl)amino)-2-(3-fluorobicyclo[1.1.1]pentan-1-yl)acetic acid